FC(C(C(C(F)(F)F)(F)F)(F)F)(CC(CCCCCCCCCCCC)I)F nonafluoro-6-iodooctadecane